C(C)C=1C(NC=2C=C(C=NC2C1)CN1C[C@H](N(CC1)C=1C=CC(=NC1)C(=O)NC)C)=O (R)-5-(4-((7-ethyl-6-oxo-5H-1,5-naphthyridin-3-yl)methyl)-2-methylpiperazine-1-yl)-N-methylpyridine-2-carboxamide